FC1=C(CC(C=C1)O)B(O)O (2-fluoro-5-hydroxycyclohexan-1,3-dien-1-yl)boronic acid